behenyl-diethyl-methyl-ammonium chloride [Cl-].C(CCCCCCCCCCCCCCCCCCCCC)[N+](C)(CC)CC